tert-butyl 4-(3-(fluoromethoxy)pyridin-2-yl)piperazine-1-carboxylate FCOC=1C(=NC=CC1)N1CCN(CC1)C(=O)OC(C)(C)C